butyl (R)-2-(6-bromo-3-((1-(dibenzo[b,d]furan-2-yl)ethyl)amino)-2-oxopyrazin-1(2H)-yl)acetate BrC1=CN=C(C(N1CC(=O)OCCCC)=O)N[C@H](C)C1=CC2=C(OC3=C2C=CC=C3)C=C1